O=S1(N(CCC1)CCCCN1C(=NC=2C(=NC=3C=C(C=CC3C21)C=2C=NC=CC2)N)COCC)=O 1-[4-(1,1-dioxidoisothiazolidin-2-yl)butyl]-2-ethoxymethyl-7-(pyridin-3-yl)-1H-imidazo[4,5-c]quinolin-4-amine